N-ethyl-6-methyl-7-oxo-4-(4,4,5,5-tetramethyl-1,3,2-dioxaborolan-2-yl)-6,7-dihydro-1H-pyrrolo[2,3-c]pyridine-2-carboxamide C(C)NC(=O)C1=CC2=C(C(N(C=C2B2OC(C(O2)(C)C)(C)C)C)=O)N1